CN1CCN(CC1)S(=O)(=O)C=1C=C(C(=O)O)C=CC1 3-((4-methylpiperazin-1-yl)sulfonyl)benzoic acid